FC1=C(C=CC(=C1F)CN1CCOCC1)NC=1C(=NC(=C(N1)NC)C=1C2=C(C=NC1)N(C=N2)C)C(=O)O 3-((2,3-difluoro-4-(morpholinomethyl)phenyl)amino)-6-(3-methyl-3H-imidazo[4,5-c]pyridin-7-yl)-5-(methylamino)pyrazine-2-carboxylic acid